(E)-1-(4-(7-chloro-6-(2-chlorophenyl)quinazolin-4-yl)piperazin-1-yl)-4-(dimethylamino)but-2-en-1-one ClC1=C(C=C2C(=NC=NC2=C1)N1CCN(CC1)C(\C=C\CN(C)C)=O)C1=C(C=CC=C1)Cl